C(#N)C=1C=CC=C2C=C(NC12)C(=O)N1[C@@H](C[C@H](C1)C1CCCCC1)C(=O)N[C@H](C=O)C[C@H]1C(NCC1)=O (2S,4S)-1-(7-cyano-1H-indole-2-carbonyl)-4-cyclohexyl-N-((S)-1-oxo-3-((S)-2-oxopyrrolidin-3-yl)propan-2-yl)pyrrolidine-2-carboxamide